ClC1=CC=C(C(=O)NC2(CC2)CC2CCC(CC2)C2=CC=NC3=CC=C(C=C23)F)C=C1 4-chloro-N-(1-(((1r,4r)-4-(6-fluoroquinolin-4-yl)cyclohexyl)methyl)cyclopropyl)benzamide